C1(CCCC1)N1C2=NC(=NC=C2N=C1NC1=CC=CC=C1)NC1=CC=C(C=C1)N1CCN(CC1)CC=1C=CC(=NC1)N1C(NC(CC1)=O)=O 1-(5-((4-(4-((9-cyclopentyl-8-(phenylamino)-9H-purin-2-yl)amino)phenyl)piperazin-1-yl)methyl)pyridin-2-yl)dihydropyrimidine-2,4(1H,3H)-dione